[Ni+2].[Mo+4].CCC(C(=O)[O-])(CCCC)CC.C(CCCCCCC)[Sn+2]CCCCCCCC.CCC(C(=O)[O-])(CCCC)CC.CCC(C(=O)[O-])(CCCC)CC.CCC(C(=O)[O-])(CCCC)CC.CCC(C(=O)[O-])(CCCC)CC.CCC(C(=O)[O-])(CCCC)CC.CCC(C(=O)[O-])(CCCC)CC.CCC(C(=O)[O-])(CCCC)CC di-n-octyltin di(2-ethyl)hexanoate molybdenum-nickel salt